BrC1=CC=CC(=N1)OCC=1C(N(C=CC1)C)=O 3-[(6-bromo-2-pyridyl)oxymethyl]-1-methyl-pyridin-2-one